(Z)-5-(3-((2,2-dimethylpyrrolidin-3-ylidene)methyl)-2-fluoro-6-hydroxyphenyl)-1,2,5-thiadiazolidin-3-one 1,1-dioxide CC\1(NCC/C1=C/C=1C(=C(C(=CC1)O)N1CC(NS1(=O)=O)=O)F)C